12-hydroxy-icosanoic acid OC(CCCCCCCCCCC(=O)O)CCCCCCCC